ClC=1C=C(OC2CCC(CC2)C(=O)O)C=CC1C=1N(C2=NC=NC(=C2N1)OC1(CC1)C)CC1=C(C=CC=C1)C#N (racemic)-(1r,4r)-4-(3-chloro-4-(9-(2-cyanobenzyl)-6-(1-methylcyclopropoxy)-9H-purin-8-yl)phenoxy)cyclohexane-1-carboxylic acid